C1(=CC=CC=C1)P(C1=C(C=CC=C1)C1=C(C=C(C=C1)OC1=CC=CC=C1)C/C(/C(=O)OCC)=C\C1=CC=CC=C1)C1=CC=CC=C1 ethyl (E)-2-((2'-(diphenylphosphino)-4-phenoxy-[1,1'-biphenyl]-2-yl) methyl)-3-phenylacrylate